(1R,2S,5S)-N-((S)-1-amino-2-methylpropyl)-3-((S)-3,3-dimethyl-2-(2,2,2-trifluoroacetamido)butanoyl)-6,6-dimethyl-3-azabicyclo[3.1.0]hexane-2-carboxamide N[C@H](C(C)C)NC(=O)[C@@H]1[C@H]2C([C@H]2CN1C([C@H](C(C)(C)C)NC(C(F)(F)F)=O)=O)(C)C